1-(3-chlorophenyl)-3-(3-chloro-5-methoxyphenyl)urea ClC=1C=C(C=CC1)NC(=O)NC1=CC(=CC(=C1)OC)Cl